3-benzyloxy-4-(3-furyl)-isothiazole C(C1=CC=CC=C1)OC1=NSC=C1C1=COC=C1